ClC1=CC2=C(N(C(N=C2N2[C@H](CN(CC2)C(=O)OC(C)(C)C)C)=O)C=2C(=NC=CC2C)C(C)C)N=C1Cl (S)-tert-butyl 4-(6,7-dichloro-1-(2-isopropyl-4-methyl-3-pyridyl)-2-oxo-pyrido[2,3-d]pyrimidin-4-yl)-3-methylpiperazine-1-carboxylate